1-(1H-benzimidazol-5-yl)-5-[4-(5-ethylthiophen-3-yl)-2,3-difluorophenyl]imidazolidin-2-one N1C=NC2=C1C=CC(=C2)N2C(NCC2C2=C(C(=C(C=C2)C2=CSC(=C2)CC)F)F)=O